O1C(=CC=C1)C1=CC(=C2C=CC=NC2=C1)C1(CC1)NC(C1=C(C=CC(=C1)OCC1N(CC1)C)C)=O N-(1-(7-(Furan-2-yl)quinolin-5-yl)cyclopropyl)-2-methyl-5-((1-methylazetidin-2-yl)methoxy)benzamide